N-(4-chlorophenyl)-3-methyl-4-{[2-(4-morpholinyl)ethyl]amino}benzamide ClC1=CC=C(C=C1)NC(C1=CC(=C(C=C1)NCCN1CCOCC1)C)=O